COC1=CC=2C3(C(N(C2C=C1)S(=O)(=O)C1=CC=C(C)C=C1)C(CO3)C(=O)[O-])C(F)(F)F 7-methoxy-4-p-toluenesulfonyl-8b-(trifluoromethyl)-3,3a,4,8b-tetrahydro-2H-furo[3,2-b]indole-3-carboxylate